2-(Benzo[d]thiazol-2-yl)guanidine hydrochloride Cl.S1C(=NC2=C1C=CC=C2)N=C(N)N